FC(C=1N=C2N(C=C(C=N2)CC2CC3(CN(C3)C(=O)OC(C)(C)C)C2)C1)(F)F tert-butyl 6-[[2-(trifluoromethyl)imidazo[1,2-a]pyrimidin-6-yl]methyl]-2-azaspiro[3.3]heptane-2-carboxylate